(S)-(7-Chloro-1H-benzo[d]imidazol-2-yl)(5-cyclopropyl-7,8-dihydro-1,6-naphthyridin-6(5H)-yl)methanone ClC1=CC=CC2=C1NC(=N2)C(=O)N2[C@H](C=1C=CC=NC1CC2)C2CC2